tert-butyl (5-(3-([1,1'-biphenyl]-4-ylmethyl)-1,2,4-oxadiazol-5-yl)-5-aminopentyl)carbamate acetate C(C)(=O)O.C1(=CC=C(C=C1)CC1=NOC(=N1)C(CCCCNC(OC(C)(C)C)=O)N)C1=CC=CC=C1